3,4-dihydro-methyl-2H-pyran-2-one CC1C(OC=CC1)=O